O=C1CCC[C@@H](N1)C(=O)NCC1=CC=C(C=C1)NC1=CC=C(C=C1)N1CCC(CC1)C(F)(F)F (R)-6-oxo-N-(4-((4-(4-(trifluoromethyl)piperidin-1-yl)phenyl)amino)benzyl)piperidine-2-carboxamide